3-(1H-Indol-2-yl)-3-oxopropanenitrile N1C(=CC2=CC=CC=C12)C(CC#N)=O